2-(2,6-dioxopiperidin-3-yl)-4-(((S)-1-(6-methoxypyridin-3-yl)ethyl)amino)isoindoline-1,3-dione O=C1NC(CCC1N1C(C2=CC=CC(=C2C1=O)N[C@@H](C)C=1C=NC(=CC1)OC)=O)=O